FC(C1=NC=CC(=C1)B(O)O)F (2-(difluoromethyl)pyridin-4-yl)boronic acid